ClC1=C(C(=O)NC2=C3C=NN(C3=CC=C2)C2=CC=C(C=C2)F)C=C(C=C1)CNS(=O)(=O)C1CC1 2-Chloro-5-{[(cyclopropylsulfonyl)amino]methyl}-N-[1-(4-fluorophenyl)-1H-indazol-4-yl]benzamide